6-(piperidine-1-carbonyl)indolin-2-one N1(CCCCC1)C(=O)C1=CC=C2CC(NC2=C1)=O